NC1=C(C(=C(OC2=NC=CC=C2C2=NC(=NC=C2)N[C@@H]2CN(CCC2)C(=O)OC(C)(C)C)C=C1)C)C tert-butyl (3S)-3-[[4-[2-(4-amino-2,3-dimethyl-phenoxy)-3-pyridyl]pyrimidin-2-yl]amino]piperidine-1-carboxylate